FC(C1=NN=C(O1)C1=CN=C(S1)CNC=1C=NC=CC1)F N-({5-[5-(difluoromethyl)-1,3,4-oxadiazol-2-yl]-1,3-thiazol-2-yl}methyl)pyridin-3-amine